(S)-(1-((2-(3-(2-(dimethylamino)ethyl)-5-methoxy-1H-indol-1-yl)-2-oxoethyl)(methyl)amino)-1-oxo-3-phenylpropan-2-yl)carbamic acid tert-butyl ester C(C)(C)(C)OC(N[C@H](C(=O)N(C)CC(=O)N1C=C(C2=CC(=CC=C12)OC)CCN(C)C)CC1=CC=CC=C1)=O